(S)-quinuclidin-3-yl (7-((E)-2,4-difluorostyryl)-3,3-dimethylchroman-4-yl)carbamate FC1=C(/C=C/C2=CC=C3C(C(COC3=C2)(C)C)NC(O[C@@H]2CN3CCC2CC3)=O)C=CC(=C1)F